C(C)OC(=O)C1=C(N=C(N1O)C1=CC(=C(C=C1)F)C#N)C 2-(3-cyano-4-fluorophenyl)-1-hydroxy-4-methyl-1H-imidazole-5-carboxylic acid ethyl ester